14-methoxy-N,11-dimethyl-8-oxa-2,11,16,22,26,30-hexaazapentacyclo[18.6.2.1^{3,7}.1^{13,17}.0^{24,28}]triaconta-1(27),3,5,7(30),13,15,17(29),20,22,24(28),25-undecaen-23-amine COC1=C2CN(CCOC=3C=CC=C(NC=4N=CC=5C(=NC=C(CCC(N=C1)=C2)C5C4)NC)N3)C